Cyclobutyl (5-(7-fluoro-4-oxo-3,4-dihydrophthalazin-1-yl)-1H-benzimidazol-2-yl)carbamate FC1=CC=C2C(NN=C(C2=C1)C1=CC2=C(NC(=N2)NC(OC2CCC2)=O)C=C1)=O